N=1C=2N(CC1)C=CN2 4H-IMIDAZO[1,2-A]IMIDAZOLE